N-(4-chloroquinolin-8-yl)benzo[d][1,3]dioxole-5-carboxamide ClC1=CC=NC2=C(C=CC=C12)NC(=O)C1=CC2=C(OCO2)C=C1